O[C@@H](C(=O)O)C(C)(C)C (R)-2-hydroxy-3,3-dimethylbutanoic acid